cis-3-methyl-N-(5-methyl-4-(1,2,4-triazin-3-yl)pyridin-2-yl)-6-azabicyclo[3.1.1]heptane-6-carboxamide CC1CC2N(C(C1)C2)C(=O)NC2=NC=C(C(=C2)C=2N=NC=CN2)C